C(C1=CC=CC=C1)(=O)O.CP(C)(C)C tetramethyl-phosphine benzoate